FC1(CCN(CC1)C1=CC(=CC(=N1)C=1N=NN(C1)C1=C(C=C(C=C1)NS(=O)(=O)CC)N1CCC2(CC2)CC1)CO)F N-(4-(4-(6-(4,4-difluoropiperidin-1-yl)-4-(hydroxymethyl)pyridin-2-yl)-1H-1,2,3-triazol-1-yl)-3-(6-azaspiro[2.5]octan-6-yl)phenyl)ethanesulfonamide